C(C)OC(=O)C=1OC2=C(C1)C=C(C=C2)N(CC2=CC=C(C=C2)C2=CC=CC=C2)S(=O)(=O)C2=CC=C(C=C2)C2=CC=CC=C2 5-(N-([1,1'-biphenyl]-4-ylmethyl)-[1,1'-biphenyl]-4-sulfonylamino)benzofuran-2-carboxylic acid ethyl ester